C(CC)OC(NC1=C(C=C(C=C1)NCC1=CC2=C(S1)C=CC=C2)Cl)=O {4-[(Benzo[b]thiophen-2-ylmethyl)-amino]-2-chlorophenyl}-carbamic acid propyl ester